1,3-di(2-pyridinyl)-1,3-propanedione N1=C(C=CC=C1)C(CC(=O)C1=NC=CC=C1)=O